[Cs+].N1(CCC(CC1)C(=O)[O-])C(=O)[O-].[Cs+] piperidine-1,4-dicarboxylate Caesium